Br[C@H]1[C@@H]2CC[C@H](C1)C2 (1R,2R,4S)-2-bromobicyclo[2.2.1]heptane